N=1N=NC(C1)=O (-)-R-triazolone